1-((2R,3R,4R,5R)-4-((tert-butyldimethylsilyl)oxy)-3-methoxy-5-((methylamino)methyl)tetrahydrofuran-2-yl)pyrimidine-2,4(1H,3H)-dione 2,5-diazabicyclo[2.2.2]octane-2-carboxylate C12N(CC(NC1)CC2)C(=O)O.[Si](C)(C)(C(C)(C)C)O[C@H]2[C@H]([C@@H](O[C@@H]2CNC)N2C(NC(C=C2)=O)=O)OC